O[C@@H]1[C@@H](O[C@H]([C@@H]1O)N1C2=NC=NC(=C2N=C1)OC(C)C)C(OC)P(O)(O)=O [(2R,3S,4R,5R)-3,4-dihydroxy-5-(6-iso-propoxypurin-9-yl)-tetrahydrofuran-2-yl]-methoxymethylphosphonic acid